4-(5-(azetidin-1-yl)-6-nitrothiazolo[4,5-b]pyridin-2-yl)morpholine N1(CCC1)C1=C(C=C2C(=N1)N=C(S2)N2CCOCC2)[N+](=O)[O-]